ClCC=1N(C(=CN1)S(=O)(=O)N1CCC(CC1)NC1=NC=C(C(=N1)C=1C=NN(C1)CC(F)(F)F)C(F)(F)F)C N-(1-((2-(Chloromethyl)-1-methyl-1H-imidazol-5-yl)sulfonyl)piperidin-4-yl)-4-(1-(2,2,2-trifluoroethyl)-1H-pyrazol-4-yl)-5-(trifluoromethyl)pyrimidin-2-amine